OC=1C=NC=CC1C(=O)[O-] 3-hydroxypyridine-4-carboxylate